[Fe+2].OC=1C=C(C=C(C1)O)/C=C/C(=O)NCCNC(\C=C\C=1OC=CC1)=O (E)-3-(3,5-dihydroxyphenyl)-N-(2-((E)-3-(furan-2-yl)acrylamido)ethyl)acrylamide iron (II)